C(#N)C1=C(C=C(C=C1)N1C([C@@H]2[C@]3(C[C@H]([C@@]([C@@H]2C1=O)(O3)C)NC(=O)C3=NNC=C3)C)=O)C(F)(F)F N-((3aR,4R,5R,7R,7aS)-2-(4-cyano-3-(trifluoromethyl)phenyl)-4,7-dimethyl-1,3-dioxooctahydro-1H-4,7-epoxyisoindol-5-yl)-1H-pyrazole-3-carboxamide